BrC1=NN(C(=C1CO[Si](C)(C)C(C)(C)C)Br)COCC[Si](C)(C)C 3,5-dibromo-4-(((tert-butyldimethylsilyl)oxy)methyl)-1-((2-(trimethylsilyl)ethoxy)methyl)-1H-pyrazole